OCCOCCCCCCCCCCCCCCCC cetyl 2-hydroxyethyl ether